6-amino-3-(1-methoxybutan-2-yl)-2-methylquinazolin-4(3H)-one NC=1C=C2C(N(C(=NC2=CC1)C)C(COC)CC)=O